ClC=1C=C(NC2(CCC3(C(CC4=CC=CC=C34)CCCOC3=C4C=C(NC4=CC=C3)C)CC2)C(=O)O)C=CC1 4-(3-Chloroanilino)-2'-{3-[(2-methyl-1H-indol-4-yl)oxy]propyl}-2',3'-dihydrospiro[cyclohexane-1,1'-indene]-4-carboxylic acid